5-(2-(methoxymethoxy)-4-(trifluoromethyl)phenyl)pyrimidin-4(3H)-one COCOC1=C(C=CC(=C1)C(F)(F)F)C=1C(NC=NC1)=O